1-(1-(methylsulfonyl)-1H-indole-3-carbonyl)azetidine-2-carboxamide CS(=O)(=O)N1C=C(C2=CC=CC=C12)C(=O)N1C(CC1)C(=O)N